BrC1=C(C(=C(C(=C1C1=C(C(=C(C(=C1[2H])[2H])[2H])[2H])[2H])[2H])[2H])[2H])C1=C(C(=C(C(=C1[2H])[2H])[2H])[2H])[2H] 2'-bromo-1,1':3',1''-terphenyl-2,2'',3,3'',4,4',4'',5,5',5'',6,6',6''-d13